(E)-4-((3aS,7aS)-hexa-hydro-1H-4,7-methanoinden-5(6H)-ylidene)butanal C1CC[C@@H]2C3\C(\CC([C@H]12)C3)=C\CCC=O